C(C)OC(/C=C/C=1C=C(C=CC1)C(C(=O)O)(CCCC1(CC1)CS(=O)(=O)CCO)C)=O (E)-2-(3-(3-ethoxy-3-oxoprop-1-en-1-yl)phenyl)-5-(1-(((2-hydroxyethyl)sulfonyl)methyl)cyclopropyl)-2-methylpentanoic acid